C(CCCCCCCCC)(=O)[O-] decanoic acid anion